2-(4-(trifluoromethoxy)phenyl)thiazole methyl-2-(7-bromoisoquinolin-1-yl)acetate COC(CC1=NC=CC2=CC=C(C=C12)Br)=O.FC(OC1=CC=C(C=C1)C=1SC=CN1)(F)F